3-(6-chloro-3-pyridyl)-2-methyl-2-azabicyclo[2.2.2]octane ClC1=CC=C(C=N1)C1N(C2CCC1CC2)C